4-{1-[((3R)-pyrrolidin-3-yl)methyl]-5-(3-fluoro-4-methoxyphenyl)pyrrolo[3,2-b]pyridin-6-yl}benzenecarbonitrile N1C[C@@H](CC1)CN1C=CC2=NC(=C(C=C21)C2=CC=C(C=C2)C#N)C2=CC(=C(C=C2)OC)F